COC1=CC=C(C=C1)N1CCN(CC1)C1CC2=CN(N=C2CC1)C1=NC=CC=C1 5-(4-(4-methoxyphenyl)piperazin-1-yl)-2-(pyridin-2-yl)-4,5,6,7-tetrahydro-2H-indazole